COC(C(C(OC)OC)C1=C(C=CC=C1)OC1=NC=NC(=C1)Cl)=O 2-[2-[6-chloropyrimidine-4-yloxy]phenyl]-3,3-dimethoxypropionic acid methyl ester